CN1N=C2C(CN(C3=C(N=CC=C23)N)C([2H])([2H])[2H])=C1 2-methyl-5-(methyl-d3)-4,5-dihydro-2H-pyrazolo[4,3-c][1,7]naphthyridin-6-amine